(+)-N1-(1-(3-chloro-2-fluorophenyl)ethyl)-N1-cyclopropylethane-1,2-diamine ClC=1C(=C(C=CC1)C(C)N(CCN)C1CC1)F